NCN1N=CC(=C1)C(=O)N (aminomethyl)-1H-pyrazole-4-carboxamide